OC[C@H](C1=CC=CC=C1)NC1=NC(=NC=C1C=1OC(=NN1)C=1C=NC=CC1)NC=1C=C2CNC(C2=CC1)=O (S)-5-((4-((2-hydroxy-1-phenylethyl)amino)-5-(5-(pyridin-3-yl)-1,3,4-oxadiazol-2-yl)pyrimidin-2-yl)amino)isoindolin-1-one